BrC1=CC2=C(C=C(O2)CBr)C=C1 6-bromo-2-(bromomethyl)-1-benzofuran